5-((3-(8-(((3S,4R)-3-fluoro-1-methylpiperidin-4-yl)amino)-3-(2,2,2-trifluoroethyl)indolizin-2-yl)prop-2-yn-1-yl)amino)-6-(methoxy-d3)pyridine-2-carboxylic acid F[C@H]1CN(CC[C@H]1NC1=CC=CN2C(=C(C=C12)C#CCNC=1C=CC(=NC1OC([2H])([2H])[2H])C(=O)O)CC(F)(F)F)C